[Cu+].[Au+] Gold (I)-copper (I)